C1(CC1)CS(=O)(C1=CC=C(C=C1)OC1=CC=NC2=CC(=CC=C12)OC)=N (cyclopropylmethyl)(imino){4-[(7-methoxyquinolin-4-yl)oxy]phenyl}-λ6-sulfanone